oxa-5-azabicyclo[4.1.0]heptan C12OCCNC2C1